F[C@@H]\1[C@H]2CC[C@@H](C/C1=C/C=1N=CC(=NC1)C1=C(C=C(C=C1)N1C=NC=C1)O)N2 2-(5-((Z)-((1r,2s,5s)-2-fluoro-8-azabicyclo[3.2.1]oct-3-ylidene)methyl)pyrazin-2-yl)-5-(1H-imidazol-1-yl)phenol